C1=CC=CC=2C3=CC=CC=C3C(C12)COC(=O)NC(C(=O)[O-])CCN=[N+]=[N-] ((((9H-fluoren-9-yl) methoxy) carbonyl) amino)-4-azidobutyrate